FC1=CC=2N(C=C1)C(=CN2)C=2C1=C(C(=NC2)NC2=CC=C(C=C2)N2C[C@H](CCC2)C(C)(C)O)C(NC1)=O (S)-7-(7-fluoroimidazo[1,2-a]pyridin-3-yl)-4-((4-(3-(2-hydroxypropan-2-yl)piperidin-1-yl)phenyl)amino)-1,2-dihydro-3H-pyrrolo[3,4-c]pyridin-3-one